tert-butyl (R)-3-((3-((1-(3-bromophenyl)ethyl)carbamoyl)-4-methylphenyl)amino)azetidine-1-carboxylate BrC=1C=C(C=CC1)[C@@H](C)NC(=O)C=1C=C(C=CC1C)NC1CN(C1)C(=O)OC(C)(C)C